6-cyclopropyl-8-ethoxy-2-methyl-1,7-dioxo-1,2,6,7-tetrahydropyrido[3,4-d]pyridazin-4-yl 2,4,6-triisopropylbenzenesulfonate C(C)(C)C1=C(C(=CC(=C1)C(C)C)C(C)C)S(=O)(=O)OC1=NN(C(C=2C1=CN(C(C2OCC)=O)C2CC2)=O)C